ClC1=COC=C1C(=O)O 3-CHLOROFURAN-4-CARBOXYLIC ACID